C(\C=C/C(=O)O)(=O)O.FC=1C=CC(=NC1)COC1=CC(N(C=C1)C1=CC=2C=C3N(C2C=C1)CCN(CC3)C)=O 4-[(5-fluoropyridin-2-yl)methoxy]-1-(3-methyl-2,3,4,5-tetrahydro-1H-[1,4]diazepino[1,7-a]indol-9-yl)pyridin-2(1H)-one maleic acid salt